N1-(5-(4-aminophenyl)-1H-pyrazol-3-yl)benzene-1,4-diamine NC1=CC=C(C=C1)C1=CC(=NN1)NC1=CC=C(C=C1)N